1-methyl-3-vinyl-imidazole chloride salt [Cl-].CN1CN(C=C1)C=C